FC(C=1N=C(SC1)N1C(CNCC1)=O)(F)F 1-(4-(trifluoromethyl)thiazol-2-yl)piperazin-2-one